1-azabicyclo[2.2.2]octan-4-amine hydrochloride Cl.N12CCC(CC1)(CC2)N